C1(=CC=CC=C1)[C@H](C)NC(=O)C1CC12CCN(CC2)C(=O)OCCCC butyl 1-[[(1S)-1-phenylethyl]carbamoyl]-6-azaspiro[2.5]octane-6-carboxylate